C(C=C)N1N=C(C=2C1=NC=NC2N)I 1-allyl-3-iodo-1H-pyrazolo[3,4-d]pyrimidin-4-amine